N-((1S,9S)-5-chloro-9-ethyl-9-hydroxyl-4-methyl-10,13-dioxo-2,3,9,10,13,15-hexahydro-1H,12H-benzo[de]pyrano[3',4':6,7]indolizino[1,2-b]quinolin-1-yl)-2-hydroxyacetamide ClC=1C(=C2C=3C(=C4C(=NC3C1)C1=CC3=C(C(N1C4)=O)COC([C@]3(O)CC)=O)[C@H](CC2)NC(CO)=O)C